C[C@@H]1N(C[C@H](N(C1)C(C)C1=NC=C(C=C1)C(F)(F)F)C)C1=CC(N(C=2C=CC(=NC12)C#N)C)=O 8-[(2S,5R)-2,5-dimethyl-4-(1-[5-(trifluoromethyl)pyridin-2-yl]ethyl)piperazin-1-yl]-5-methyl-6-oxo-5,6-dihydro-1,5-naphthyridine-2-carbonitrile